CC1=C(CNS(=O)(=O)N2CCOCC2)C(=CC(=C1)B1OC(C(O1)(C)C)(C)C)C N-(2,6-dimethyl-4-(4,4,5,5-tetramethyl-1,3,2-dioxaborolan-2-yl)benzyl)morpholine-4-sulfonamide